C(C)OC(=O)C1=NN(N=C1C)C=1C=C2C=CNC2=CC1 2-(1H-indol-5-yl)-5-Methyl-2H-1,2,3-triazole-4-carboxylic acid ethyl ester